ethoxybenzoic acid CCOC1=CC=CC=C1C(=O)O